C(C)(C)(C)OC(=O)N1CCC(CC1)(C)C(C)OC 4-(1-methoxyethyl)-4-methylpiperidine-1-carboxylic acid tert-butyl ester